F[C@@H]1[C@@H](C1)C(=O)NC1=CC=C2C(=N1)N(C=C2C=2C(=NC=C(C2C)F)OC)COCC[Si](C)(C)C (1S,2S)-2-fluoro-N-[3-(5-fluoro-2-methoxy-4-methylpyridin-3-yl)-1-[[2-(trimethylsilyl)ethoxy]methyl]pyrrolo[2,3-b]pyridin-6-yl]cyclopropane-1-carboxamide